N-Boc-D-leucinol CC(C)C[C@H](C(=O)O)NC(=O)OC(C)(C)C